6-[4-bromo-3-(methoxymethoxy)phenyl]-N-methylpyrimidin-4-amine BrC1=C(C=C(C=C1)C1=CC(=NC=N1)NC)OCOC